C(C=1C(O)=CC=CC1)=NC1=C(C=CC=C1)N=CC=1C(O)=CC=CC1 N,N'-bis(salicylidene)-1,2-phenylenediamine